(1R,3R,5S)-3-methyl-2-[(CIS)-3-fluorocyclobutanecarbonyl]-1-({[(CIS)-4-phenylcyclohexyl]oxy}methyl)-9-oxa-2,6-diazaspiro[4.5]decan-7-one C[C@H]1N([C@H]([C@]2(C1)NC(COC2)=O)CO[C@@H]2CC[C@@H](CC2)C2=CC=CC=C2)C(=O)[C@@H]2C[C@@H](C2)F